[Ru+2].ClP(C(C=C(C)C)P(C1CCCCC1)(C1CCCCC1)(C1CCCCC1)Cl)(C1CCCCC1)(C1CCCCC1)C1CCCCC1 Dichloro(3-methyl-2-butenylidene)bis(tricyclohexylphosphine) ruthenium (II)